1-[6-[3-[3-(methoxymethyl)phenyl]-1H-pyrazol-4-yl]-1,5-naphthyridin-3-yl]pyrrolidin-3-amine COCC=1C=C(C=CC1)C1=NNC=C1C=1N=C2C=C(C=NC2=CC1)N1CC(CC1)N